N-[4-(3'-anilino-5'-methyl-4'-oxo-1',4',5',7'-tetrahydrospiro[cyclobutane-1,6'-pyrrolo[3,2-c]pyridin]-2'-yl)pyridin-2-yl]-2-(4-fluorophenyl)acetamide N(C1=CC=CC=C1)C1=C(NC2=C1C(N(C1(C2)CCC1)C)=O)C1=CC(=NC=C1)NC(CC1=CC=C(C=C1)F)=O